Benzyl (3S)-3-(4-morpholinylmethyl)-3,4-dihydro-2(1H)-isoquinolinecarboxylate N1(CCOCC1)C[C@H]1N(CC2=CC=CC=C2C1)C(=O)OCC1=CC=CC=C1